ClC1=NC(=NC(=C1C)N1CCC(CC1)OC=1C=NC(=CC1)OC)C(=O)NCC1=C(C=CC=C1)Cl 4-chloro-N-(2-chlorobenzyl)-6-(4-((6-methoxypyridin-3-yl)oxy)piperidin-1-yl)-5-methylpyrimidine-2-carboxamide